C(C)(C)(C)NS(=O)(=O)C=1C=C(C=CC1)NC(C1=C(N=C(C=C1)NC(CO)(CO)C)N1CCC2(CC2)CC1)=O N-(3-(N-(tert-Butyl)sulfamoyl)phenyl)-6-((1,3-dihydroxy-2-methylpropan-2-yl)amino)-2-(6-azaspiro[2.5]octan-6-yl)nicotinamide